C(C)(C)(C)C1=CC=C(C=C1)C#CC(=O)C=1C=NC=CC1 3-(4-(tert-butyl)phenyl)-1-(pyridin-3-yl)prop-2-yn-1-one